methyl 2-(((1H-indazol-5-yl)methyl)(1-(3-fluoropyridin-2-yl)ethyl)amino)-2-oxoacetate N1N=CC2=CC(=CC=C12)CN(C(C(=O)OC)=O)C(C)C1=NC=CC=C1F